C(C)(=O)O\C=C\C=C (E)-1-acetoxy-1,3-butadiene